ClC=1C=C2C(=NC1N1N=CC=N1)NC=C2 5-chloro-6-(2H-1,2,3-triazol-2-yl)-1H-pyrrolo[2,3-b]pyridine